N-(1-(3,3-difluorocyclobutyl)-6-oxo-1,6-dihydropyridazin-3-yl)-2-fluoro-4-((2-hydroxyethyl)sulfonamido)-6-(6-azaspiro[2.5]octan-6-yl)benzamide FC1(CC(C1)N1N=C(C=CC1=O)NC(C1=C(C=C(C=C1N1CCC2(CC2)CC1)NS(=O)(=O)CCO)F)=O)F